(6-oxo-1,6-dihydropyridin-3-yl)acetaldehyde O=C1C=CC(=CN1)CC=O